C1(=CC=CC=C1)C1(CC1)C(=O)NC(C(=O)O)CC 2-(1-phenylcyclopropane-1-carboxamido)butanoic acid